BrC1=CC=C2CN(C(C2=C1)=O)[C@@H](C(=O)N[C@H](CO)C1=CC(=CC(=C1)OC)F)C (R)-2-(6-bromo-1-oxoisoindolin-2-yl)-N-((S)-1-(3-fluoro-5-methoxyphenyl)-2-hydroxyethyl)propanamide